NCCCCO[Si](C)(C)C γ-aminopropyltrimethyl-methoxysilane